2-[(3-chlorophenyl)({[6-(difluoromethyl)-5-fluoropyridin-2-yl]amino})methyl]-1-{[2-(trimethylsilyl)ethoxy]methyl}-1H-imidazole-4-sulfonyl chloride ClC=1C=C(C=CC1)C(C=1N(C=C(N1)S(=O)(=O)Cl)COCC[Si](C)(C)C)NC1=NC(=C(C=C1)F)C(F)F